BrC=1N(C2=NC=NC(=C2N1)OC1(CC1)C)CC=1N=CSC1 4-((8-bromo-6-(1-methylcyclopropoxy)-9H-purin-9-yl)methyl)thiazole